C1(=C(C(=CC=C1)CO)CO)CO 1,2,3-benzenetrimethanol